2-(2,5-dihydroxyphenyl)-4,5-dimethylimidazole OC1=C(C=C(C=C1)O)C=1NC(=C(N1)C)C